OCC(=O)NC1=NC(=CC=C1)NC(CO)=O 2,6-bis(hydroxyacetamido)pyridine